C(C)(=O)O[C@H]([C@@H](CNC(CC1=CC=C(C=C1)C1=CC=CC=C1)=O)OC(C)=O)[C@@H]1O[C@](C[C@@H]([C@H]1NC(COC(C)=O)=O)OC(C)=O)(SC1=CC=C(C=C1)C)C(=O)OC (R,2R)-3-(2-([1,1'-biphenyl]-4-yl)acetamido)-1-((2R,3R,4S,6R)-4-acetoxy-3-(2-acetoxyacetamido)-6-(methoxycarbonyl)-6-(p-tolylthio)tetrahydro-2H-pyran-2-yl)propane-1,2-diyl diacetate